FC1=CC=C(CN2N=C3C(=C2)C=NC3)C=C1 2-(4-fluorobenzyl)-2,6-dihydropyrrolo[3,4-c]pyrazol